2,2'-[(1-methylethylidene)bis(4,1-phenyleneoxymethylene)]bis[oxirane] CC(C)(C1=CC=C(C=C1)OCC1OC1)C1=CC=C(C=C1)OCC1OC1